ClC=1C=C(C=C(C1)NS(=O)(=O)C)NC(=O)C=1C=NN(C1)C1=NC=CC=C1C(F)(F)F N-(3-chloro-5-(methylsulfonamido)phenyl)-1-(3-(trifluoromethyl)pyridin-2-yl)-1H-pyrazole-4-carboxamide